1-(3-{[(1H-indol-6-yl)methyl]amino}pyrido[2,3-b]pyrazin-6-yl)piperidin-4-ol N1C=CC2=CC=C(C=C12)CNC1=CN=C2C(=N1)N=C(C=C2)N2CCC(CC2)O